N1=CC=C(C2=CC=CC=C12)N1CCN(CC1)C(=O)C1CN(CC1)S(=O)(=O)C=1C(=NN(C1C)C)C (4-(quinolin-4-yl)piperazin-1-yl)(1-((1,3,5-trimethyl-1H-pyrazol-4-yl)sulfonyl)pyrrolidin-3-yl)methanone